C(#N)C=1C(=CC(=NC1)NC(C1=CN=C(C=C1)C1=C(C=C(C=C1)C1=NOC(=N1)C)C#N)=O)OCCN(C)C N-(5-Cyano-4-(2-(dimethylamino)ethoxy)pyridin-2-yl)-6-(2-cyano-4-(5-methyl-1,2,4-oxadiazol-3-yl)phenyl)nicotinamid